1,3,5-tri-ethynyl-benzene C(#C)C1=CC(=CC(=C1)C#C)C#C